[8-(1-octylnonoxy)-8-oxo-octyl](2S)-4-hydroxy-1-(6-oxo-6-undecoxy-hexyl)pyrrolidine C(CCCCCCC)C(CCCCCCCC)OC(CCCCCCC[C@@H]1N(CC(C1)O)CCCCCC(OCCCCCCCCCCC)=O)=O